CN1C=2C(=NC=NC2NC(C1)=O)C=1C=NC=C(C(=O)O)C1 5-(5-methyl-7-oxo-5,6,7,8-tetrahydropteridin-4-yl)nicotinic acid